(S)-1-(3-(aminomethyl)-1-(4-(trifluoromethoxy)phenyl)-1H-pyrazolo[3,4-b]pyridin-4-yl)ethane-1,2-diol NCC1=NN(C2=NC=CC(=C21)[C@@H](CO)O)C2=CC=C(C=C2)OC(F)(F)F